beta-chloro-n-propyl-trichlorosilane ClC(C[Si](Cl)(Cl)Cl)C